N-((2-oxo-1,2-dihydropyridin-3-yl)methyl)-2-(6-oxo-3-(4-(2,2,2-trifluoroethoxy)phenyl)pyridazin-1(6H)-yl)acetamide O=C1NC=CC=C1CNC(CN1N=C(C=CC1=O)C1=CC=C(C=C1)OCC(F)(F)F)=O